ClC1=NC=C(C(=N1)NCC1=C(C=C(C=C1)F)OC)C(=O)N 2-chloro-4-((2-methoxy-4-fluorobenzyl)amino)pyrimidin-5-carboxamide